ClC1=C(C=C(C(=C1)F)C1=NN(C(=C1Cl)S(=O)(=O)C)C)NC(C(F)(F)F)=O N-[2-chloro-5-[4-chloro-1-methyl-5-(methylsulfonyl)-1H-pyrazol-3-yl]-4-fluorophenyl]-2,2,2-trifluoroacetamide